2-Chloro-5-(iodoethynyl)pyridine ClC1=NC=C(C=C1)C#CI